2-((S)-4-((R)-7-(3,4-Dihydroquinolin-1(2H)-yl)-2-(((S)-1-methylpyrrolidin-2-yl)methoxy)-5,6,7,8-tetrahydroquinazolin-4-yl)-1-(2-fluoroacryloyl)piperazin-2-yl)acetonitrile N1(CCCC2=CC=CC=C12)[C@@H]1CCC=2C(=NC(=NC2C1)OC[C@H]1N(CCC1)C)N1C[C@@H](N(CC1)C(C(=C)F)=O)CC#N